(3-fluoropyridin-2-yl)-5-(trifluoromethyl)-1H-pyrazole-4-carboxamide FC=1C(=NC=CC1)N1N=CC(=C1C(F)(F)F)C(=O)N